FC(C(=O)O)(F)F.N1CC(C1)CC1=NC(=NO1)C1=CC=C(C=C1)OCCCC 5-(azetidin-3-ylmethyl)-3-(4-(butoxy)phenyl)-1,2,4-oxadiazole trifluoroacetate salt